[N+](#[C-])C1=C(CC2=C(NC3=CC=CC=C23)C)C=C(C=C1)C 3-(2-isocyano-5-methylbenzyl)-2-methyl-1H-indole